C(C)(=O)OC1=C(C=C(C=C1)C=CC)OC 2-methoxy-4-(1-propenyl)-phenol acetate